C1OCCC12CNCC2 2-Oxa-7-aza-spiro[4.4]nonan